3-oxo-4-(3-(trifluoromethyl)phenyl)butanoic acid O=C(CC(=O)O)CC1=CC(=CC=C1)C(F)(F)F